BrC=1C=C2C(=NC1)N(C=C2C2(CC2)C#N)C(=O)[O-] 5-bromo-3-(1-cyanocyclopropyl)-1H-pyrrolo[2,3-b]pyridine-1-carboxylate